BrC1=CC=C(C(=C1CNC1=NC(=NC(=C1C(=O)OCC)C=1OC=CC1)C(C)C)OC)OC ethyl 4-[(6-bromo-2,3-dimethoxy-phenyl)methylamino]-6-(2-furyl)-2-isopropyl-pyrimidine-5-carboxylate